S1C=2N(CC1)N=CC2C(=O)N2CC1(C2)CC(C1)NC(=O)NC1=CC(=CC=C1)C(F)(F)F 1-(2-(2,3-dihydropyrazolo[5,1-b]thiazole-7-carbonyl)-2-azaspiro[3.3]heptan-6-yl)-3-(3-(trifluoromethyl)phenyl)urea